tert-butyl (R)-3-(N-(6-bromoisoquinolin-1-yl)-4-(2-methyl-2H-tetrazol-5-yl)benzamido)piperidine-1-carboxylate BrC=1C=C2C=CN=C(C2=CC1)N(C(C1=CC=C(C=C1)C=1N=NN(N1)C)=O)[C@H]1CN(CCC1)C(=O)OC(C)(C)C